BrC1=CC=C(C=C1)C1=NC=2C(=CC=C(C2N=C1C1=CC=C(C=C1)P(=O)(C1=CC=CC=C1)C1=CC=CC=C1)C#N)C#N 2-(4-bromophenyl)-3-(4-(diphenyl-phosphoryl)phenyl)quinoxaline-5,8-dicarbonitrile